lanthanum tris(dipivaloylmethane) C(C(C)(C)C)(=O)CC(C(C)(C)C)=O.C(C(C)(C)C)(=O)CC(C(C)(C)C)=O.C(C(C)(C)C)(=O)CC(C(C)(C)C)=O.[La]